1-(1-Acetylpiperidin-4-yl)-3-((5-(5-(difluoromethyl)-1,3,4-oxadiazol-2-yl)pyridin-2-yl)methyl)-5,6-difluoro-1,3-dihydro-2H-benzo[d]imidazol-2-one C(C)(=O)N1CCC(CC1)N1C(N(C2=C1C=C(C(=C2)F)F)CC2=NC=C(C=C2)C=2OC(=NN2)C(F)F)=O